1-neopentyl-6-(2-(trifluoromethyl)phenyl)-1H-indole C(C(C)(C)C)N1C=CC2=CC=C(C=C12)C1=C(C=CC=C1)C(F)(F)F